1-Pentyl-3-propylpyrrolidinium acetat C(C)(=O)[O-].C(CCCC)[NH+]1CC(CC1)CCC